naphthalene-1,4-dicarboxaldehyde C1(=CC=C(C2=CC=CC=C12)C=O)C=O